N-[(1S)-1-(2,3-dichloro-6-hydroxyphenyl)ethyl]-1-(2-hydroxyacetyl)azetidine-3-carboxamide ClC1=C(C(=CC=C1Cl)O)[C@H](C)NC(=O)C1CN(C1)C(CO)=O